4-bromo-6-chloro-1-cyclopropyloxy-2,7-naphthyridine BrC1=CN=C(C2=CN=C(C=C12)Cl)OC1CC1